FC(OC1=CC=C(C=C1)S(=O)(=O)N1[C@H]2CC(C[C@@H]1CC2)NCC2CC(C2)O)F (1S,3s)-3-((((1R,3r,5S)-8-((4-(difluoromethoxy)phenyl)sulfonyl)-8-azabicyclo[3.2.1]octan-3-yl)amino)methyl)cyclobutan-1-ol